CC(C)(C)[Si](O[C@H]1[C@@H](CC[C@@H](C1)C(N(C)OC)=O)N(C(OC(C)(C)C)=O)C)(C)C 1,1-dimethylethyl N-[(1R,2R,4S)-2-[1,1-dimethylethyl(dimethyl)silyl]oxy-4-[methoxy(methyl)carbamoyl]cyclohexyl]-N-methyl-carbamate